(1R,2R,3S)-N-[3-fluoro-4-({6-(methyloxy)-7-[(3-morpholin-4-ylpropyl)oxy]quinazolin-4-yl}oxy)phenyl]-N'-(4-fluorophenyl)-2,3-dimethylcyclopropane-1,1-dicarboxamide FC=1C=C(C=CC1OC1=NC=NC2=CC(=C(C=C12)OC)OCCCN1CCOCC1)NC(=O)C1([C@@H]([C@@H]1C)C)C(=O)NC1=CC=C(C=C1)F